N-(2-Chlorobenzo[d]thiazol-6-yl)-N-methylmethanesulfonamide ClC=1SC2=C(N1)C=CC(=C2)N(S(=O)(=O)C)C